ClC=1C=C(C=C(C1O)C)C1=NOC(=N1)C(=O)NCC1=CC=C(C=C1)OC1CCCCC1 (3-chloro-4-hydroxy-5-methylphenyl)-N-(4-(cyclohexyloxy)benzyl)-1,2,4-oxadiazole-5-carboxamide